6β-bromoandrostenedione Br[C@@H]1C[C@H]2[C@@H]3CCC([C@@]3(C)CC[C@@H]2[C@]2(CCC(C=C12)=O)C)=O